methyl (S)-3-(1-(tert-butoxycarbonyl)pyrrolidin-3-yl)-2-oxo-2,3-dihydro-1H-benzo[d]imidazole-5-carboxylate C(C)(C)(C)OC(=O)N1C[C@H](CC1)N1C(NC2=C1C=C(C=C2)C(=O)OC)=O